Cl.N1CC(CC1)CN (pyrrolidin-3-yl)methanamine hydrochloride